[C@H]12N(C[C@H](NC1)C2)CCO\N=C/2\C(\NC1=CC=CC=C21)=C/2\C(NC1=CC=C(C=C21)Br)=O (2Z,3E)-3-((2-((1R,4R)-2,5-diazabicyclo[2.2.1]heptane-2-yl)ethoxy)imino)-5'-bromo-[2,3'-biindolinylidene]-2'-on